9-ethyl-carboxyl-fluorene Beryllium sulfate tetrahydrate O.O.O.O.S(=O)(=O)([O-])[O-].[Be+2].C(C)C1C2=CC=CC=C2C=2C=CC=C(C12)C(=O)O